Br\C=C/CCCCCCCC(=O)OC (Z)-Methyl 10-bromodec-9-enoate